3-(3-chlorophenyl)-2-hydroxy-2-methyl-N-(p-tolyl)propanamide ClC=1C=C(C=CC1)CC(C(=O)NC1=CC=C(C=C1)C)(C)O